4-((3,3-difluoropropyl)(4-(5,6,7,8-tetrahydro-1,8-naphthyridin-2-yl)butyl)amino)-2-(quinazolin-4-ylamino)butanoic acid FC(CCN(CCC(C(=O)O)NC1=NC=NC2=CC=CC=C12)CCCCC1=NC=2NCCCC2C=C1)F